BrC=1C=CC=C2C(NC(=NC12)Cl)=O 8-bromo-2-chloro-3H-quinazolin-4-one